2-amino-4-((3-bromophenyl)amino)-1,3,5-triazaspiro[5.5]undeca-1,3-dien-9-ol NC1=NC2(NC(=N1)NC1=CC(=CC=C1)Br)CCC(CC2)O